N1(CCC1)CC1(CC1)NC(C(C)(C)C1=CC=C(C=C1)OC)=O N-(1-(azetidin-1-ylmethyl)cyclopropyl)-2-(4-methoxyphenyl)-2-methylpropanamide